N12CCCNC2C=CC1 1,5-diazabicyclo(4.3.0)non-7-ene